tert-butyl 4-(4-((2-(bis(4-methoxybenzyl)amino)-3-nitropyridine-4-yl)amino)phenyl)piperazine-1-carboxylate COC1=CC=C(CN(C2=NC=CC(=C2[N+](=O)[O-])NC2=CC=C(C=C2)N2CCN(CC2)C(=O)OC(C)(C)C)CC2=CC=C(C=C2)OC)C=C1